O[C@@H](C(=O)O)CNC1=NC=CC2=CC=C(C=C12)C (2R)-2-hydroxy-3-[(7-methyl-1-isoquinolinyl)amino]propionic acid